(S)-(6'-chloro-4'-(3-hydroxypiperidin-1-yl)-[3,3'-bipyridin]-6-yl)(4-methylpiperazin-1-yl)methanone ClC1=CC(=C(C=N1)C=1C=NC(=CC1)C(=O)N1CCN(CC1)C)N1C[C@H](CCC1)O